C(C)(=O)OCC(=O)N1CC=2C=NC=3C(=C(C(=CC3C2[C@@H]1C)OC)C1CC1)Cl (S)-2-(6-chloro-7-cyclopropyl-8-methoxy-1-methyl-1,3-dihydro-2H-pyrrolo[3,4-c]quinolin-2-yl)-2-oxoethyl acetate